OC=1C(=NC=CC1OC)C(=O)N[C@H](C(=O)ON(C)C(C1=CC=C(C=C1)OCC)C1=CC=C(C=C1)OCC)C [bis(4-ethoxy phenyl)methyl-methyl-amino] (2S)-2-[(3-hydroxy-4-methoxy-pyridine-2-carbonyl) amino]propanoate